3-(2-Chloro-3,3,3-trifluoro-1-propenyl)-2,2-dimethylcyclopropane-carboxylic acid (2-methylbiphenyl-3-yl)methyl ester CC1=C(C=CC=C1COC(=O)C1C(C1C=C(C(F)(F)F)Cl)(C)C)C1=CC=CC=C1